1-[4-[(6R,7R)-6-methyl-7-(5-methyl-1H-indazol-4-yl)-5,6,7,8-tetrahydroquinazolin-4-yl]piperazin-1-yl]prop-2-en-1-one C[C@@H]1CC=2C(=NC=NC2C[C@H]1C1=C2C=NNC2=CC=C1C)N1CCN(CC1)C(C=C)=O